ClC1=C(C=C(C=C1F)C=1N=NN(C1)[C@@H]1[C@H]([C@@H](SC=2C=NC=C(C2)Br)O[C@@H]([C@@H]1O)CO)OC)F 5-Bromopyridin-3-yl 3-[4-(4-chloro-3,5-difluorophenyl)-1H-1,2,3-triazol-1-yl]-3-deoxy-2-O-methyl-1-thio-α-D-galactopyranoside